ethyl (2R,3S)-1-benzhydryl-3-(oxetan-3-yl)aziridine-2-carboxylate C(C1=CC=CC=C1)(C1=CC=CC=C1)N1[C@H]([C@@H]1C1COC1)C(=O)OCC